OC[C@H]1O[C@@]2([C@@H](CCO2)NCC=2C=NC=CC2)[C@@H]([C@H]([C@H]1O)N1N=NC(=C1)C1=CC(=C(C(=C1)F)F)F)O (4R,5S,7R,8R,9S,10R)-7-(hydroxymethyl)-4-((pyridin-3-ylmethyl)amino)-9-(4-(3,4,5-trifluorophenyl)-1H-1,2,3-triazol-1-yl)-1,6-dioxaspiro[4.5]decane-8,10-diol